C(C)(C)(C)[SiH2]C(C)(C)C di-t-butyl-silane